hentricont-1-ene C=CCCCCCCCCCCCCCCCCCCCCCCCCCCCCC